FC=1C=C2C(C(=CN(C2=C(C1)OC)CCF)C(=O)O)=O 6-fluoro-1-(2-fluoroethyl)-8-methoxy-4-oxo-1,4-dihydroquinoline-3-carboxylic acid